C(C)(C)(C)OC(=O)N1C[C@H](CC1)[C@@H](C(=O)N1C(OC[C@@H]1CC1=CC=CC=C1)=O)CC1=CC2=C(S1)C=CC(=C2)Br (R)-3-((S)-1-((S)-4-benzyl-2-oxooxazolidin-3-yl)-3-(5-bromobenzo[b]thiophen-2-yl)-1-oxopropane-2-yl)pyrrolidine-1-carboxylic acid tert-butyl ester